C(C1=CC=CC=C1)OC1=C(OC2=CC(=CC(=C2C1=O)OCC1=CC=CC=C1)OCC1=CC=CC=C1)C1=CC=CC=C1 3,5,7-tris(benzyloxy)-2-phenyl-4H-chromen-4-one